CC1=CC=2C(=C(N=NC2C2=C(C=CC=C2)O)N[C@H]2CN(CCC2)C)N=C1 (R)-2-(3-methyl-8-((1-methylpiperidin-3-yl)amino)pyridino[2,3-d]pyridazin-5-yl)phenol